m-ethyl-α-methylstyrene C(C)C=1C=C(C(=C)C)C=CC1